N-(4-(4-amino-7-((1r,4r)-4-(dimethylamino)cyclohexyl)-1-isopropyl-1H-pyrazolo[4,3-c]pyridin-3-yl)-2-fluorophenyl)-1-(2-chlorophenyl)methanesulfonamide NC1=NC=C(C2=C1C(=NN2C(C)C)C2=CC(=C(C=C2)NS(=O)(=O)CC2=C(C=CC=C2)Cl)F)C2CCC(CC2)N(C)C